(1s,3s)-3-(((6-(2-Chloro-3-(5-chloro-6-(4-((((1s,3s)-3-hydroxycyclobutyl)amino)methyl)-3-methoxyphenyl)pyrimidin-4-yl)phenyl)-2-methoxypyridin-3-yl)methyl)amino)cyclobutan-1-ol ClC1=C(C=CC=C1C1=NC=NC(=C1Cl)C1=CC(=C(C=C1)CNC1CC(C1)O)OC)C1=CC=C(C(=N1)OC)CNC1CC(C1)O